C(C)N1C2=NC(=NC(=C2N=C1)NCC=1C=NC(=CC1)NN)C=1C=NC=CC1 9-ethyl-N-((6-hydrazineylpyridin-3-yl)methyl)-2-(pyridin-3-yl)-9H-purin-6-amine